ClC1(C(C(C1(F)F)(F)F)(Cl)Cl)Cl 1,1,2,2-tetrachlorotetrafluorocyclobutane